4,4'-di-(tert-butyl)-2,2'-bipyridine C(C)(C)(C)C1=CC(=NC=C1)C1=NC=CC(=C1)C(C)(C)C